1,2-bis(2-aminophenoxy)ethane NC1=C(OCCOC2=C(C=CC=C2)N)C=CC=C1